N-pentyl-2-butylamine C(CCCC)NC(C)CC